3-[4-(4-piperidyl)phenyl]piperidine-2,6-dione hydrochloric acid salt Cl.N1CCC(CC1)C1=CC=C(C=C1)C1C(NC(CC1)=O)=O